C(=O)[O-].C(=O)[O-].[Lu+2] lutetium diformate